FC1=C2C(N(C(=NC2=C(C=C1C)[C@@H](C)NC1=C(C=CC=C1)S(=O)(=O)C)N1CCOCC1)C)=O 5-fluoro-3,6-dimethyl-8-[(1R)-1-(2-methylsulfonylanilino)ethyl]-2-morpholino-quinazolin-4-one